4-(2,5-dimethylpyrrol-1-yl)-2-hydroxy-6-methoxy-benzoic acid methyl ester COC(C1=C(C=C(C=C1OC)N1C(=CC=C1C)C)O)=O